2,4,6-tris(1-methylethyl)phenol CC(C)C1=C(C(=CC(=C1)C(C)C)C(C)C)O